ClC1=C(C(=O)NC2=CC(=C(C=C2)Cl)C2=NC=CC=C2)C=CC(=C1)C(=O)NC1=NC=NN1 2-chloro-N1-(4-chloro-3-(pyridin-2-yl)phenyl)-N4-(1H-1,2,4-triazol-5-yl)terephthalamide